fluorodioxyl glycidyl ether C(C1CO1)OOOF